FC1=CC=C(OC2=CC(=NC=C2)C(=O)N[C@@H]2C(N(C3=C(OC2)C=CC(=C3)C#CC(C)(C)O)C)=O)C=C1 (S)-4-(4-Fluorophenoxy)-N-(7-(3-hydroxy-3-methylbut-1-yn-1-yl)-5-methyl-4-oxo-2,3,4,5-tetrahydrobenzo[b][1,4]oxazepin-3-yl)picolinamid